CC1(C2=CC=CC=C2C3=CC=CC=C31)C 9,9'-dimethylfluorene